1-(2-Cyclopentyl-6-((2R,3S)-2-methyl-3-((methylsulfonyl)methyl)azetidin-1-yl)pyrimidin-4-yl)-6-(4-methoxypyridin-3-yl)-4-methyl-1H-pyrazolo[4,3-c]pyridine C1(CCCC1)C1=NC(=CC(=N1)N1N=CC=2C(=NC(=CC21)C=2C=NC=CC2OC)C)N2[C@@H]([C@H](C2)CS(=O)(=O)C)C